[Pd](Cl)Cl.C1(CCCCC1)P(C1=CC=C(C=C1)N(C)C)C1CCCCC1.C1(CCCCC1)P(C1=CC=C(C=C1)N(C)C)C1CCCCC1 bis[(dicyclohexyl)(4-dimethylaminophenyl)phosphine] palladium (II) dichloride